N1(CCOCC1)C1=CC=C(C=C1)N1CCC=2C(C=3C=CSC3NC12)=O 12-[4-(morpholin-4-yl)phenyl]-4-thia-2,12-diazatricyclo[7.3.0.03,7]dodeca-1(9),3(7),5-triene-8-one